ethyl 1-(6-(4-methoxy-3-(trifluoromethyl)phenyl)quinolin-2-yl)piperidine-4-carboxylate COC1=C(C=C(C=C1)C=1C=C2C=CC(=NC2=CC1)N1CCC(CC1)C(=O)OCC)C(F)(F)F